ClC=1C=C(C(=O)O)C=C(C1)O 3-chloro-5-hydroxy-benzoic acid